2-Fluoro-5-(5-(furan-2-yl)-1,3,4-oxadiazol-2-yl)benzoic acid methyl-2-fluoro-5-(5-(furan-2-yl)-1,3,4-oxadiazol-2-yl)benzoate COC(C1=C(C=CC(=C1)C=1OC(=NN1)C=1OC=CC1)F)=O.FC1=C(C(=O)O)C=C(C=C1)C=1OC(=NN1)C=1OC=CC1